OC(CS(=O)(=O)O)CCC 2-hydroxy-1-pentanesulfonic acid